FC1(CC(C1)NC(=N)NC(=N)NC1CC(C1)(F)F)F N1,N5-bis(3,3-difluorocyclobutyl)-biguanide